C(CCCCCCCCC)NCCN N-decylethane-1,2-diamine